C(CCCCCCCCCCC)SCCC(OCC(CC(C(=O)[O-])CSCCCCCCCCCCCC)(CC(C(=O)[O-])CSCCCCCCCCCCCC)COC(CCSCCCCCCCCCCCC)=O)=O 2,2-bis{[3-(dodecylthio)-1-oxopropoxy]methyl}propan-1,3-diylbis[3-(dodecylthio)propionate]